C(C)(=O)OCC=1N=NN(C1)CC=1N=C2N(C(=NC=3C(=CC=CC23)OC)N)C1 (1-((5-amino-7-methoxyimidazo[1,2-c]quinazolin-2-yl)methyl)-1H-1,2,3-triazol-4-yl)methyl acetate